bromo-3-((cyclopentyloxy)methyl)phenol BrC1=C(C=CC=C1COC1CCCC1)O